BrC(CC(CC(CCCC(OCCCCCCCCCC)OC(CCCC(CC(CC(C)Br)C)C)OCCCCCCCCCC)C)C)C 8-bromo-4,6-dimethylnonyldecyloxymethyl ether